1-(4-(6-chloro-8-fluoro-7-(2-fluoro-6-hydroxyphenyl)-2-(2-morpholino-ethoxy)quinazolin-4-yl)piperazin-1-yl)-2-fluoroprop-2-en-1-one ClC=1C=C2C(=NC(=NC2=C(C1C1=C(C=CC=C1O)F)F)OCCN1CCOCC1)N1CCN(CC1)C(C(=C)F)=O